COC1=CC=C(CNC(=O)[C@H]2C[C@H](CCC2)NC(OC(C)(C)C)=O)C=C1 tert-butyl ((1S,3R)-3-((4-methoxybenzyl)carbamoyl)cyclohexyl)carbamate